ClC1=CNC2=CC=C(C=C12)N(C1=NC(=NC=C1C#N)NC1=CC(=CC=C1)N1CCN(CC1)C)CCC 4-((3-Chloro-1H-indol-5-yl)(propyl)amino)-2-((3-(4-methylpiperazin-1-yl)phenyl)amino)pyrimidine-5-carbonitrile